FC(CC(F)(F)OC(CC(C(F)F)(F)F)(F)F)(C(F)F)F 2,2,3,3-tetrafluoropropyldifluoromethyl ether